aminoethylpyridine iodine salt [I].NCCC1=NC=CC=C1